C(C1=CC=CC=C1)OC(=O)N[C@@H](CCCCNC(COCCOCCOCCOCCOCCOCCOCCOCCOCCOC)=O)C(=O)O (S)-37-(((benzyloxy)carbonyl)amino)-31-oxo-2,5,8,11,14,17,20,23,26,29-decaoxa-32-azaoctatriacontan-38-oic acid